8-[(2S,5R)-4-[(4-fluorophenyl)[3-(1-methylpiperidin-4-yl)-1,2,4-oxadiazol-5-yl]methyl]-2,5-dimethylpiperazin-1-yl]-5-methyl-6-oxo-5,6-dihydro-1,5-naphthyridine-2-carbonitrile FC1=CC=C(C=C1)C(N1C[C@@H](N(C[C@H]1C)C1=CC(N(C=2C=CC(=NC12)C#N)C)=O)C)C1=NC(=NO1)C1CCN(CC1)C